C[C@H](CCC(=O)N(C)C)[C@H]1CC[C@@H]2[C@@]1(CC[C@H]3[C@H]2CC=C4[C@@]3(CC[C@@H](C4)O)C)C N,N-dimethyl-3β-hydroxycholenamide